1-(2-hydroxy-4,6-bis(methoxymethoxy)phenyl)-3-(4-methoxy-3-(methoxymethoxy)phenyl)prop-2-en-1-one OC1=C(C(=CC(=C1)OCOC)OCOC)C(C=CC1=CC(=C(C=C1)OC)OCOC)=O